2-[3-[[6-Chloro-3-(trideuteromethylcarbamoyl)pyridazin-4-yl]amino]-2-methoxy-phenyl]-4,6-dihydropyrrolo[3,4-d]oxazole-5-carboxylate ClC1=CC(=C(N=N1)C(NC([2H])([2H])[2H])=O)NC=1C(=C(C=CC1)C=1OC2=C(N1)CN(C2)C(=O)[O-])OC